C(#N)C1=CN(C2=CC=C(C=C12)NC(=O)C=1N=CNC(C1)=O)C1CCCC1 N-(3-cyano-1-cyclopentyl-1H-indol-5-yl)-6-oxo-1,6-dihydropyrimidine-4-carboxamide